(R)-2-phenyl-1,5-diiodopentane C1(=CC=CC=C1)[C@H](CI)CCCI